OC(=O)[C@@H](C)C1=CC=C(CC(C)C)C=C1 (S,R)-Ibuprofen